2-[((4-methoxyphenyl)methoxy)imino]Malononitrile COC1=CC=C(C=C1)CON=C(C#N)C#N